CC1=CC=C(C=C1)S(=O)(=O)ON=C1C=COC=C1 pyran-4-one O-p-toluenesulfonyl oxime